(S)-1-(3-cyano-6-methyl-4-(trifluoromethyl)pyridin-2-yl)-N-(4-fluorophenyl)-N-(prop-2-yn-1-yl)pyrrolidine-2-carboxamide C(#N)C=1C(=NC(=CC1C(F)(F)F)C)N1[C@@H](CCC1)C(=O)N(CC#C)C1=CC=C(C=C1)F